2-cyclopropyl-2-hydroxyacetic acid Benzyl ester C(C1=CC=CC=C1)OC(C(O)C1CC1)=O